C1(CC1)N1N=CC(=C1)[C@H]1CN(C[C@H](O1)C)C=1N=C(C2=C(N1)N=C(S2)N(C)C)C2=C(C=C(C=C2)C(F)(F)F)F 5-[(2S,6R)-2-(1-cyclopropylpyrazol-4-yl)-6-methyl-morpholin-4-yl]-7-[2-fluoro-4-(trifluoromethyl)phenyl]-N,N-dimethyl-thiazolo[4,5-d]pyrimidin-2-amine